Cl.Cl.CNCC1=CC=C(C=C1)CNC methyl-({4-[(methylamino)methyl]phenyl}methyl)amine dihydrochloride